Cl.C(C1=CC=CC=C1)N1CC=2C(=C(N=C(C2CC1)N1CC2CCC(C1)N2)OC[C@H]2N(CCC2)C)C#N 6-benzyl-1-(3,8-diazabicyclo[3.2.1]octan-3-yl)-3-(((S)-1-methylpyrrolidin-2-yl)methoxy)-5,6,7,8-tetrahydro-2,6-naphthyridine-4-carbonitrile Hydrochloride